(1,3-dimethyl)butyl-N'-phenyl-p-phenylenediamine CC(CC(C)C)N(C1=CC=C(C=C1)N)C1=CC=CC=C1